N1=CC=C(C2=CC=CC=C12)COC1=CC=CC(=N1)C1CCN(CC1)COC(=O)C=1C=CC2=C(NC=N2)C1 ((4-(6-(quinolin-4-ylmethoxy)pyridin-2-yl) Piperidin-1-yl)methyl)-1H-benzo[d]imidazole-6-carboxylate